O[C@@H]1CO[C@@H]2[C@@H](CO[C@H]12)OC=1NC2=CC(=C(N=C2N1)N1CC2=CC=C(C=C2CC1)OCCNC(C)=O)Cl N-{2-[2-(2-{(1R,4R,5R,8R)-8-hydroxy-2,6-dioxabicyclo[3.3.0]oct-4-yloxy}-6-chloro-1H-1,3,4-triazainden-5-yl)-1,2,3,4-tetrahydro-6-isoquinolyloxy]ethyl}acetamide